undecenoyl-caprolactam C(C=CCCCCCCCC)(=O)C1C(=O)NCCCC1